ethyl 4-(4-(trifluoromethyl)phenyl)-3,4-dihydro-2H-benzo[b][1,4]oxazine-2-carboxylate FC(C1=CC=C(C=C1)N1C2=C(OC(C1)C(=O)OCC)C=CC=C2)(F)F